3-[3-fluoro-4-(trifluoromethyl)phenyl]-5-(trifluoromethyl)-4,5-dihydro-1,2-oxazol-5-ol FC=1C=C(C=CC1C(F)(F)F)C1=NOC(C1)(O)C(F)(F)F